C(#N)C1=C(C=NC2=C1OC[C@@H]1N(CCN2C1)C(=O)OC(C)(C)C)/N=C/N(C)C tert-butyl (3R)-11-cyano-10-(((E)-(dimethylamino)methylene)amino)-2,3,5,6-tetrahydro-4H-3,7-methanopyrido[3,2-b][1,4,7]oxadiazonine-4-carboxylate